N-[(2S,3R)-2-[(2,3-difluoro[1,1'-biphenyl]-3-yl)methyl]-4,4-difluoro-1-(2-methyl-oxetane-2-carbonyl)pyrrolidin-3-yl]-ethanesulfonamide FC1C(=CC=CC1(F)C[C@@H]1N(CC([C@@H]1NS(=O)(=O)CC)(F)F)C(=O)C1(OCC1)C)C1=CC=CC=C1